6-{[(1R)-5-Acetyl-1-(4-chlorophenyl)-1-({1-[hydroxy(2H2)methyl]cyclopropyl}(2H2)methoxy)-3-oxo-2,3-dihydro-1H-isoindol-2-yl]methyl}pyridine-3-carbonitrile C(C)(=O)C=1C=C2C(N([C@@](C2=CC1)(OC([2H])([2H])C1(CC1)C([2H])([2H])O)C1=CC=C(C=C1)Cl)CC1=CC=C(C=N1)C#N)=O